5-(2-ethylphenyl)-1,3,3,5,7-pentamethyloctahydrobenzo[c]isoxazole C(C)C1=C(C=CC=C1)C1(CC2C(N(OC2(C)C)C)C(C1)C)C